4-(ethanesulfonyl)aniline C(C)S(=O)(=O)C1=CC=C(N)C=C1